(2R,3R,4S,5S)-4-[[3-[2-Methoxy-3-(trifluoromethyl)phenyl]-4,5-dimethyl-5-(trifluoromethyl)tetrahydrofuran-2-carbonyl]amino]pyridin-2-carboxamid COC1=C(C=CC=C1C(F)(F)F)[C@@H]1[C@@H](O[C@@]([C@H]1C)(C(F)(F)F)C)C(=O)NC1=CC(=NC=C1)C(=O)N